NC1=C2N=CN(C2=NC(=N1)F)[C@H]1C[C@@H]([C@@](O1)(C#C)COP(=O)(OC1=CC=CC=C1)N[C@@H](CC1=CC=CC=C1)C(=O)OCCCCCCCCCCCCCCC)O Pentadecyl ((((2R,3S,5R)-5-(6-amino-2-fluoro-9H-purin-9-yl)-2-ethynyl hydroxytetrahydrofuran-2-yl)methoxy)(phenoxy)phosphoryl)-L-phenylalaninate